FC1=C(C=CC=C1C(F)(F)F)C(C)=N[S@](=O)C(C)(C)C (R)-N-(1-(2-fluoro-3-(trifluoromethyl)phenyl)ethylidene)-2-methylpropane-2-sulfinamide